O=S1(NCCCCC1)=O 1,1-dioxo[1,2]thiazepane